BrC1=CC=CC=2SC(=CC21)C(=O)OC methyl 4-bromobenzo[b]thiophene-2-carboxylate